C1(CCCCC1)C(=O)OO hydroxy cyclohexanecarboxylate